6-ethylsulfanyl-7-[1-(2,2,3,3,3-pentafluoropropyl)-pyrazolo[3,4-c]pyridin-5-yl]-2-(trifluoromethyl)quinoxaline C(C)SC=1C=C2N=CC(=NC2=CC1C=1C=C2C(=CN1)N(N=C2)CC(C(F)(F)F)(F)F)C(F)(F)F